BrC1=CC=C(C=C1)N1C[C@@H](N([C@H](C1)C)C)C (2S,6S)-4-(4-bromophenyl)-1,2,6-trimethylpiperazine